1,2-bis((2R,5R)-2,5-diethyl-phospholane-1-yl)benzene C(C)[C@H]1P([C@@H](CC1)CC)C1=C(C=CC=C1)P1[C@@H](CC[C@H]1CC)CC